(S)-1-(4-chloro-3-fluorophenyl)-6-(5-(3,5-dimethylisoxazol-4-yl)-1-((1r,4S)-4-methoxycyclohexyl)-1H-benzo[d]imidazol-2-yl)piperidin-2-one ClC1=C(C=C(C=C1)N1C(CCC[C@H]1C1=NC2=C(N1C1CCC(CC1)OC)C=CC(=C2)C=2C(=NOC2C)C)=O)F